FC1=CC=C(C=C1)C=1N=C2N(C=CC=C2)C1C=O 2-(4-fluorophenyl)-imidazo[1,2-a]pyridine-3-carbaldehyde